C(C)=C1C2C=CC(C1)C2 5-ethylidene-bicyclo[2.2.1]Hepta-2-ene